CN(C1(CCC2(CN(C(N2CC2=C(C=CC=C2)OC)=O)CC2=C(C=CC=C2)OC)CC1)C1=CC=CC=C1)C cis-8-dimethylamino-1,3-bis[(2-methoxyphenyl)-methyl]-8-phenyl-1,3-diazaspiro[4.5]decan-2-one